(2R)-1-methoxy-4-methyl-pentan-2-amine COC[C@@H](CC(C)C)N